C(C=C)(=O)N1CCN(CC1)C1=NC=NC2=CC(=C(C=C12)Cl)C1=C(C(=O)N)C=C(C=C1)F 2-(4-(4-acryloyl-piperazin-1-yl)-6-chloro-quinazolin-7-yl)-5-fluoro-benzamide